C(C)(C)(C)OC(=O)N1[C@@H](COCC1)C=1C=C(C=C2CCN(CC12)C(=O)C=1C=NN(C1)C(C)C)Cl (R)-3-(6-Chloro-2-(1-isopropyl-1H-pyrazole-4-carbonyl)-1,2,3,4-tetrahydroisoquinolin-8-yl)morpholine-4-carboxylic acid tert-butyl ester